1-[3-[4-[(1S)-1,2-dihydroxyethyl]-1-[4-(trifluoromethoxy)phenyl]pyrazolo[3,4-b]pyridin-3-yl]azetidin-1-yl]but-2-yn-1-one O[C@H](CO)C1=C2C(=NC=C1)N(N=C2C2CN(C2)C(C#CC)=O)C2=CC=C(C=C2)OC(F)(F)F